C(C)(C)(C)C=1C=C(C#N)C=CC1OC1=NC=C(C=C1)N1C2=NC=NC=C2NC1=O 3-tert-butyl-4-[[5-(8-oxo-7H-purin-9-yl)-2-pyridinyl]oxy]benzonitrile